C1(=CC=CC=C1)[C@@H](C)C1=C(C(=O)N)C=CC=C1C(=O)N ((R)-1-phenylethyl)isophthalamide